ClC=1C=C(CN2C(=NC3=NC=C(C=C32)C=3C(=NOC3C)C)C)C=CC1Cl 4-(1-(3,4-dichlorobenzyl)-2-methyl-1H-imidazo[4,5-b]pyridin-6-yl)-3,5-dimethylisoxazole